5-(4-methoxypiperidin-1-yl)pyridin COC1CCN(CC1)C=1C=CC=NC1